1-(4-(4-(5-(2,6-dichlorophenyl)-4,5-dihydroisoxazol-3-yl)thiazol-2-yl)piperidin-1-yl)-2-((6-methoxypyrimidin-4-yl)oxy)ethan-1-one ClC1=C(C(=CC=C1)Cl)C1CC(=NO1)C=1N=C(SC1)C1CCN(CC1)C(COC1=NC=NC(=C1)OC)=O